O1CCC(CC1)NNC(=O)OC(C)(C)C tert-butyl 2-(tetrahydro-2H-pyran-4-yl)-hydrazine-1-carboxylate